N1[C@@H]2[C@H](CC1)CN(C2)C(=O)OC(C)(C)C tert-butyl (3aR,6aR)-hexahydropyrrolo[3,4-b]pyrrole-5(1H)-carboxylate